ethoxy-5-[(2R)-2-ethyl-4-[5-(trifluoromethyl)thiophene-2-carbonyl]piperazin-1-yl]-N-[(3R)-pyrrolidin-3-yl]-[2,3'-bipyridine]-6-carboxamide C(C)OC=1C(=NC(=C(C1)N1[C@@H](CN(CC1)C(=O)C=1SC(=CC1)C(F)(F)F)CC)C(=O)N[C@H]1CNCC1)C=1C=NC=CC1